CN1N=CC(=C1C(F)(F)F)OC1CC2(CNC2)C1 6-[1-methyl-5-(trifluoromethyl)pyrazol-4-yl]oxy-2-azaspiro[3.3]heptane